tert-butyl N-[2-hydroxy-7-(4,4,5,5-tetramethyl-1,3,2-dioxaborolan-2-yl)-1-naphthyl]carbamate OC1=C(C2=CC(=CC=C2C=C1)B1OC(C(O1)(C)C)(C)C)NC(OC(C)(C)C)=O